tert-Butyl N-[(3S)-1-({5-[1-(dimethylamino)-2,3-dihydro-1H-inden-5-yl]-3-methylthiophen-2-yl}carbonyl)pyrrolidin-3-yl]carbamate CN(C1CCC2=CC(=CC=C12)C1=CC(=C(S1)C(=O)N1C[C@H](CC1)NC(OC(C)(C)C)=O)C)C